(2-Bromo-5-ethylthiazol-4-yl)methanol BrC=1SC(=C(N1)CO)CC